ClC1=C(C(=CC(=C1)[N+](=O)[O-])Cl)OC1=C(C=C(C=C1)OC)F 1,3-dichloro-2-(2-fluoro-4-methoxy-phenoxy)-5-nitro-benzene